ClC1=NC(=C2C(=N1)N(N=C2)[C@H]2[C@@H]([C@@H]([C@H](O2)CS(=O)(=O)CP(O)(O)=O)O)O)NC2CCC2 (((((2S,3S,4R,5R)-5-(6-chloro-4-(cyclobutylamino)-1H-pyrazolo[3,4-d]pyrimidin-1-yl)-3,4-dihydroxytetrahydrofuran-2-yl)methyl)sulfonyl)methyl)phosphonic acid